C1(CC1)C(=O)N1CCN(CC1)CC1=CC=C(C=C1)[C@H](C)NC=1N=CC2=C(N1)N(C(C=C2)=O)CC(C)(C)C 2-{[(1S)-1-(4-{[4-(Cyclopropylcarbonyl)piperazin-1-yl]methyl}phenyl)ethyl]amino}-8-(2,2-dimethylpropyl)pyrido[2,3-d]pyrimidin-7(8H)-on